6-[[5-hydroxy-3-(2,2,2-trifluoroethoxy)-2-pyridyl]oxy]-3-methyl-N-(4-methyl-1,1-dioxo-thian-4-yl)imidazo[1,2-a]pyridine-2-carboxamide OC=1C=C(C(=NC1)OC=1C=CC=2N(C1)C(=C(N2)C(=O)NC2(CCS(CC2)(=O)=O)C)C)OCC(F)(F)F